6-(4-hydroxy-3,5-di-tert-butylanilino)-1,3,5-triazine OC1=C(C=C(NC2=NC=NC=N2)C=C1C(C)(C)C)C(C)(C)C